C(C)[Si](O[SiH](O[Si](CC)(CC)CC)C)(CC)CC 1,1,1,5,5,5-hexaethyl-3-methyltrisiloxane